S1C2=C(C=C1)C(=CC=C2)N2CCN(CC2)CCCCON2C(C=CC1=CC=CC=C21)=O 4-(4-benzo[b]thiophen-4-yl-piperazin-1-yl)butoxy-1H-quinolin-2-one